maleic acid bis(mesylate) monohydrate O.S(C)(=O)(=O)O.S(C)(=O)(=O)O.C(\C=C/C(=O)O)(=O)O